COC1=CC2=C(N=C(O2)C=2N=C3SC(=NN3C2)SC)C(=C1)OCC=1N=C(SC1)C1=CC=CC=C1 6-methoxy-2-(2-(methylsulfanyl)imidazo[2,1-b][1,3,4]thiadiazol-6-yl)-4-((2-phenylthiazol-4-yl)methoxy)benzo[d]oxazole